spiro[cyclohexane-1,1'-isoindoline]-3'-one C12(NC(C3=CC=CC=C13)=O)CCCCC2